N-[4-(5-chloro-1H-pyrrolo[3,2-b]pyridin-2-yl)pyridin-2-yl]acetamide ClC1=CC=C2C(=N1)C=C(N2)C2=CC(=NC=C2)NC(C)=O